C(C)OC(C(/C(=C\C)/O[Si](C)(C)C(C)(C)C)=[N+]=[N-])=O (E)-3-[tert-butyl-(dimethyl)silyl]oxy-2-diazo-pent-3-enoic acid ethyl ester